CC=1C=CSC1 4-Methylthiophene